ClC1=CC(=C(CN2C(=NC=3N(C(N(C(C23)=O)CCCO)=O)C)C#CCOC2CCC2)C=C1)F (4-chloro-2-fluorobenzyl)-8-(3-cyclobutoxyprop-1-yn-1-yl)-1-(3-hydroxypropyl)-3-methyl-3,7-dihydro-1H-purine-2,6-dione